N-(3,5-dimethyl-pyridin-4-yl)-2-((6-(4-(2-hydroxyethyl)piperazin-1-yl)-2-methylpyrimidin-4-yl)amino)thiazole-5-carboxamide CC=1C=NC=C(C1NC(=O)C1=CN=C(S1)NC1=NC(=NC(=C1)N1CCN(CC1)CCO)C)C